3-(7-amino-2-((6-methylpyridin-2-yl)methyl)-4-(pyrimidin-4-yl)-2H-pyrazolo[3,4-c]pyridin-5-yl)benzonitrile NC1=NC(=C(C=2C1=NN(C2)CC2=NC(=CC=C2)C)C2=NC=NC=C2)C=2C=C(C#N)C=CC2